OCCCCC=O 5-hydroxyvaleraldehyde